vinylphenyl-tris(trimethylsiloxy)silane C(=C)C1=C(C=CC=C1)[Si](O[Si](C)(C)C)(O[Si](C)(C)C)O[Si](C)(C)C